5,6-difluoro-2,3-dihydro-1H-inden-2-amine FC=1C=C2CC(CC2=CC1F)N